4-amino-N-(cyclopropylmethyl)-7-fluoro-3-methyl-N-((5S)-2-(trifluoromethyl)-5,8-dihydro-6H-pyrano[3,4-b]pyridin-5-yl)-3H-pyrazolo[3,4-c]quinoline-8-carboxamide NC1=NC=2C=C(C(=CC2C2=C1N(N=C2)C)C(=O)N([C@@H]2COCC1=NC(=CC=C12)C(F)(F)F)CC1CC1)F